(3S)-3-{[5-(2,6-dichlorophenyl)-1-trityl-1H-indazol-3-yl]carbamoyl}piperidine-1-carboxylic acid tert-butyl ester C(C)(C)(C)OC(=O)N1C[C@H](CCC1)C(NC1=NN(C2=CC=C(C=C12)C1=C(C=CC=C1Cl)Cl)C(C1=CC=CC=C1)(C1=CC=CC=C1)C1=CC=CC=C1)=O